BrC=1C(=C(C=CC1)NC(C=NO)=O)F N-(3-bromo-2-fluorophenyl)-2-(hydroxyimino)acetamide